4,4'-[9H-fluoren-9,9-diyl]bisaniline C1=CC=CC=2C3=CC=CC=C3C(C12)(C1=CC=C(N)C=C1)C1=CC=C(N)C=C1